FC(S(=O)(=O)OC=1C=C2C[C@H](N([C@@H](C2=CC1)C1=C(C=C(C=C1F)O[C@@H]1CN(CC1)CCCF)F)CC(F)(F)F)C)(F)F (1S,3R)-1-(2,6-difluoro-4-(((S)-1-(3-fluoropropyl)pyrrolidin-3-yl)oxy)phenyl)-3-methyl-2-(2,2,2-trifluoroethyl)-1,2,3,4-tetrahydroisoquinolin-6-yl trifluoromethanesulfonate